4-(2-cyclopropyl-1,3-thiazol-4-yl)benzaldehyde C1(CC1)C=1SC=C(N1)C1=CC=C(C=O)C=C1